2-(ethylsulfonyl)-N-isopropyl-3-(6-(2,2,3,3,3-pentafluoropropoxy)pyridazin-3-yl)pyrazolo[1,5-a]pyrimidin-7-amine C(C)S(=O)(=O)C1=NN2C(N=CC=C2NC(C)C)=C1C=1N=NC(=CC1)OCC(C(F)(F)F)(F)F